CC(C[C@@H](C(N[C@@H](C[C@H]1C(NCC1)=O)C(COC1=C(C(=CC(=C1F)F)F)F)=O)=O)NC(OCC1CCCC1)=O)C cyclopentylmethyl ((S)-4-methyl-1-oxo-1-(((S)-3-oxo-1-((S)-2-oxopyrrolidin-3-yl)-4-(2,3,5,6-tetrafluorophenoxy)butan-2-yl)amino)pentan-2-yl)carbamate